FC=1C=C(N2N=C(N=CC21)N[C@H]2[C@@H](CN(CC2)S(=O)(=O)C)O)C2=CC=C(C=C2)C(F)(F)F (3R,4R)-4-((5-fluoro-7-(4-(trifluoromethyl)phenyl)pyrrolo[2,1-f][1,2,4]triazin-2-yl)amino)-1-(methylsulfonyl)piperidin-3-ol